N-((R)-1-(3,5-bis(1-methyl-1H-pyrazol-4-yl)phenyl)ethyl)-2-methyl-5-(((R)-1-methylpyrrolidin-3-yl)oxy)benzamide CN1N=CC(=C1)C=1C=C(C=C(C1)C=1C=NN(C1)C)[C@@H](C)NC(C1=C(C=CC(=C1)O[C@H]1CN(CC1)C)C)=O